5-(1-((R)-1,1-difluoropropan-2-yl)-1H-benzo[d][1,2,3]triazol-6-yl)-N-((3S,4R)-3-fluoro-1-methylpiperidin-4-yl)-4-methoxypyrrolo[2,1-f][1,2,4]triazin-2-amine FC([C@@H](C)N1N=NC2=C1C=C(C=C2)C=2C=CN1N=C(N=C(C12)OC)N[C@H]1[C@H](CN(CC1)C)F)F